C(C)C1=C(C(C=O)=CC(=C1)CC)O 3-Ethyl-5-ethyl-salicylaldehyde